C(C)(=O)OOC=1C=C2C(N(C(C2=CC1)C(C)(C)C)C1C(NC(CC1)=O)=O)=O tert-butyl-((2-(2,6-dioxopiperidin-3-yl)-3-oxoisoindolin-5-yl) oxy) acetate